C(CCCC)OCCOCCOCCN 2-[2-(2-Pentyloxy-ethoxy)-ethoxy]-ethylamin